2-bromo-N-(3,5-dimethyltricyclo[3.3.1.13,7]dec-1-yl)benzenesulfonamide BrC1=C(C=CC=C1)S(=O)(=O)NC12CC3(CC(CC(C1)C3)(C2)C)C